C(C)(C)(C)OC(=O)N1[C@H](CN(CC1)C1=NC(=NC(=C1[N+](=O)[O-])CC1(CCCC2=C(C=C(C=C12)F)Cl)C(=O)OC)Cl)CC#N (2S)-4-(2-chloro-6-((5-chloro-7-fluoro-1-(methoxycarbonyl)-1,2,3,4-tetrahydronaphthalen-1-yl)methyl)-5-nitropyrimidin-4-yl)-2-(cyanomethyl)piperazine-1-carboxylic acid tert-butyl ester